(7-fluoro-1,2,3,4-tetrahydroisoquinolin-3-yl)benzo[d]thiazole FC1=CC=C2CC(NCC2=C1)C=1SC2=C(N1)C=CC=C2